2-{5-[(dimethylamino)methyl]-1,3-benzoxazol-2-ylamino}-5,7-difluoro-1,3-benzoxazole CN(C)CC=1C=CC2=C(N=C(O2)NC=2OC3=C(N2)C=C(C=C3F)F)C1